pentaerythritol tetrakis(5-hydroxy-stearate) OC(CCCC(=O)OCC(COC(CCCC(CCCCCCCCCCCCC)O)=O)(COC(CCCC(CCCCCCCCCCCCC)O)=O)COC(CCCC(CCCCCCCCCCCCC)O)=O)CCCCCCCCCCCCC